(4-butyl-phenyl)diphenylamine C(CCC)C1=CC=C(C=C1)N(C1=CC=CC=C1)C1=CC=CC=C1